Cl.FC1=CC2=C(C(CO2)N)C=C1 6-fluoro-2,3-dihydrobenzofuran-3-amine hydrochloride